CC1=C(C=2N(N=C1N1CC=3C=C(C=NC3CC1)C(F)(F)F)C(C=C(N2)C(F)(F)F)=O)C 8,9-dimethyl-2-(trifluoromethyl)-7-(3-(trifluoromethyl)-7,8-dihydro-1,6-naphthyridin-6(5H)-yl)-4H-pyrimido[1,2-b]pyridazin-4-one